tert-butyl (2-(3,4-dichlorophenyl)-2-((4-(trifluoromethoxy)phenyl)sulfonamido)ethyl)carbamate ClC=1C=C(C=CC1Cl)C(CNC(OC(C)(C)C)=O)NS(=O)(=O)C1=CC=C(C=C1)OC(F)(F)F